4-(1-methyl-1H-imidazol-5-yl)isoindolin-1-one CN1C=NC=C1C1=C2CNC(C2=CC=C1)=O